COC1=CC=C(C=C1)C(=C)P(C1=CC=CC=C1)(C1=CC=CC=C1)=O (1-(4-methoxyphenyl)vinyl)diphenylphosphine oxide